COC1=NC=CC(=N1)OC 2,4-dimethoxypyrimidin